2,6-dimethyl-N-[2-(2-methylphenyl)ethyl]-4-(propan-2-yl)benzene-1-sulfonamide CC1=C(C(=CC(=C1)C(C)C)C)S(=O)(=O)NCCC1=C(C=CC=C1)C